2-(2,2-difluoroethyl)-2'-methyl-spiro[4,5-dihydrothieno[2,3-C]pyran-7,4'-piperidine]-1'-carboxylic acid tert-butyl ester C(C)(C)(C)OC(=O)N1C(CC2(CC1)OCCC1=C2SC(=C1)CC(F)F)C